N-AMINOGUANIDINE NNC(=N)N